N1(CCNCC1)C1=CC=C2C=3C(=CN(C2=C1)C1CC1)C1=CC=CC=C1N3 3-piperazin-1-yl-5-cyclopropyl-5H-indolo[3,2-c]quinoline